C(C)C1=NC=NC(=C1O)OC 4-ethyl-6-methoxy-pyrimidin-5-ol